2-(4-chlorophenyl)-2-(1-(4-(3-hydroxypropyl)piperidine-1-carbonyl)piperidin-4-ylidene)acetonitrile ClC1=CC=C(C=C1)C(C#N)=C1CCN(CC1)C(=O)N1CCC(CC1)CCCO